FC1=C2C=CC=NC2=CC=C1NC1=NC=NC2=CC(=CC(=C12)O[C@H](C)C1COC1)C=1C=NN(C1)[C@@H](CO)C (R)-2-(4-(4-((5-fluoroquinolin-6-yl)amino)-5-((R)-1-(oxetan-3-yl)ethoxy)quinazolin-7-yl)-1H-pyrazol-1-yl)propan-1-ol